(R)-3-((1-(methyl-d3) pyrrolidin-2-yl) methyl)-1H-indol-4-yl dihydrogen phosphate P(=O)(OC1=C2C(=CNC2=CC=C1)C[C@@H]1N(CCC1)C([2H])([2H])[2H])(O)O